3-(benzimidazol-1-yl)-N-[(2R)-1-[3-(3,4-difluorophenyl)-6-oxopyridazin-1-yl]butan-2-yl]propanamide N1(C=NC2=C1C=CC=C2)CCC(=O)N[C@@H](CN2N=C(C=CC2=O)C2=CC(=C(C=C2)F)F)CC